((4,6-dimethyl-2-oxo-1,2-dihydropyridin-3-yl)methyl)-2-(4-(dimethylamino)bicyclo[2.2.2]oct-1-yl)-2,4-dimethyl-5-oxo-5,6,7,8-tetrahydro-[1,3]dioxolo[4,5-g]isoquinoline-9-carbaldehyde CC1=C(C(NC(=C1)C)=O)CN1C(C=2C(=C3C(=C(C2CC1)C=O)OC(O3)(C)C31CCC(CC3)(CC1)N(C)C)C)=O